z-butyl methacrylate C(C(=C)C)(=O)OCCCC